NC=1C(NC2=CC(=C(N=C2C1C1=C2C=NNC2=C(C=C1)F)C#CCN(C)C)C)=O 3-Amino-6-[3-(dimethylamino)prop-1-ynyl]-4-(7-fluoro-1H-indazol-4-yl)-7-methyl-1H-1,5-naphthyridin-2-one